dihydroxyethyl-bisphenol A OC(CC1=C(O)C=CC(=C1)C(C)(C)C1=CC=C(C=C1)O)O